monoethylphosphonite C(C)OP[O-]